2-(4-((1-(4-bromophenyl)-5-oxo-1,5-dihydro-4H-1,2,4-triazol-4-yl)methyl)-2,6-dimethylphenoxy)-2-methylpropanoic acid BrC1=CC=C(C=C1)N1N=CN(C1=O)CC1=CC(=C(OC(C(=O)O)(C)C)C(=C1)C)C